thioglycolic acid carbon [C].C(CS)(=O)O